NC1=NN=C(S1)OCC1=NC=CC(=C1)C(=O)OC methyl 2-(((5-amino-1,3,4-thiadiazol-2-yl)oxy)methyl)pyridine-4-carboxylate